1-(cyclopentylmethyl)-6-(prop-1-en-2-yl)-N-(1-(3,4,5-trimethoxyphenyl)-1H-imidazol-4-yl)-1H-pyrazolo[3,4-d]Pyrimidine-4-amine C1(CCCC1)CN1N=CC=2C1=NC(=NC2NC=2N=CN(C2)C2=CC(=C(C(=C2)OC)OC)OC)C(=C)C